CC1=CC=2C=CC3=CC=C(C=C3C2C=C1C=1C=C(C=CC1)C1=NC(=NC(=N1)C1=CC=CC=C1)C1=CC=CC=C1)C 2-[3-(2,6-dimethyl-3-phenanthryl)phenyl]-4,6-diphenyl-1,3,5-triazine